2-ethoxy-4-(1-methylvinyl)-1-methylcyclohexene C(C)OC1=C(CCC(C1)C(=C)C)C